(5-fluoro-2,4-dinitrophenyl)triethyl-phosphonium fluoride [F-].FC=1C(=CC(=C(C1)[P+](CC)(CC)CC)[N+](=O)[O-])[N+](=O)[O-]